1-((5S,8S,10aR)-5-amino-3-(8-(2-(2,6-dioxopiperidin-3-yl)-1-oxoisoindolin-4-yl)oct-7-ynoyl)-6-oxodecahydropyrrolo[1,2-a][1,5]diazocine-8-carbonyl)-4-phenylpyrrolidine-3-carbonitrile N[C@H]1CN(CC[C@@H]2N(C1=O)[C@@H](CC2)C(=O)N2CC(C(C2)C2=CC=CC=C2)C#N)C(CCCCCC#CC2=C1CN(C(C1=CC=C2)=O)C2C(NC(CC2)=O)=O)=O